C(C)OC1(CCCCC1)OCC 1,1-diethoxycyclohexane